3-cyclopropyl-N-(1,3-diazinan-2-ylidene)-4-({3-[(piperidin-4-yl)methoxy]phenyl}amino)benzamide C1(CC1)C=1C=C(C(=O)N=C2NCCCN2)C=CC1NC1=CC(=CC=C1)OCC1CCNCC1